C1(CCCCC1)N1C[C@H]([C@@H](CC1)NC(=O)C1=NOC(=C1)C1=C(C=C(C=C1)F)F)C(=O)N1CC(CC1)C1=CC=CC=C1 5-(2,4-difluoro-phenyl)-isoxazole-3-carboxylic acid [(3R,4R)-1-cyclohexyl-3-(3-phenyl-pyrrolidine-1-carbonyl)-piperidin-4-yl]-amide